(R)-N-(1-phenyl-2-(quinolin-2-yl)ethyl)propanamide C1(=CC=CC=C1)[C@@H](CC1=NC2=CC=CC=C2C=C1)NC(CC)=O